ClC=1C=CC(=C(C1)C1=CC(N(C=C1OC)[C@H](C(=O)NC1=CC=C(C(=O)N)C=C1)CC1=CC=CC=C1)=O)C(CC)=O (S)-4-(2-(4-(5-chloro-2-propionylphenyl)-5-methoxy-2-oxopyridin-1(2H)-yl)-3-phenylpropionamido)benzamide